(4-chloro-7H-pyrrolo[2,3-d]pyrimidin-2-yl)pivalamide ClC=1C2=C(N=C(N1)CC(C(=O)N)(C)C)NC=C2